2-(5-bromothiophen-2-yl)ethan-1-amine BrC1=CC=C(S1)CCN